C(O)C(C(=O)Cl)(C)CO 2,2-dimethylolpropionyl chloride